NC1=CC=CC=C1.[N].[N] dinitrogen Aniline